1-Nitrobutan-2-ol [N+](=O)([O-])CC(CC)O